(R)-N-[(1S)-1-[(2S)-3,4-dihydro-2H-pyran-2-yl]-2-[isopropoxy(dimethyl)silyl]ethyl]-2-methyl-propane-2-sulfinamide O1[C@@H](CCC=C1)[C@@H](C[Si](C)(C)OC(C)C)N[S@](=O)C(C)(C)C